C(C)(=O)NC(C(=O)O)=CC1=CC=CC=C1.ClCC1=NC=C(C(=C1C)OC)C chloromethyl-3,5-dimethyl-4-methoxypyridine alpha-acetamido-cinnamate